(3aS,6aR)-N-(4-hydroxy-3-oxo-1-(2-oxopyrrolidin-3-yl)butan-2-yl)-2-(9-hydroxy-9H-fluorene-9-carbonyl)octahydrocyclopenta[c]pyrrole-1-carboxamide OCC(C(CC1C(NCC1)=O)NC(=O)C1N(C[C@@H]2[C@H]1CCC2)C(=O)C2(C1=CC=CC=C1C=1C=CC=CC21)O)=O